ClC1=NC=NC=N1 4-chloro-1,3,5-triazin